(-)-2-(5-bromo-2-oxo-2,3-dihydro-1H-indol-1-yl)propanamide BrC=1C=C2CC(N(C2=CC1)C(C(=O)N)C)=O